(S)-3-((6'-Chloro-3-fluoro-5-((4-fluoropiperidin-1-yl)methyl)-[2,3'-bipyridin]-4'-yl)amino)butan-1-ol ClC1=CC(=C(C=N1)C1=NC=C(C=C1F)CN1CCC(CC1)F)N[C@H](CCO)C